CC1=NC(=CC=C1)C1=C(C(=NO1)C)CNC1=NC=CC(=N1)C=1SC=CC1 2-methyl-6-(3-methyl-4-(((4-(thiophen-2-yl)pyrimidin-2-yl)amino)methyl)isoxazol-5-yl)pyridin